isopropyldithiophosphoric acid C(C)(C)SP(O)(O)=S